FC=1C=C(C=C(C1C(F)(F)F)F)CC[C@@H](C(=O)O)NC(=O)OCC1C2=CC=CC=C2C=2C=CC=CC12 (2S)-4-[3,5-difluoro-4-(trifluoromethyl)phenyl]-2-(9H-fluoren-9-ylmethoxycarbonylamino)butyric acid